ClC1=CC=CC=2C3=C(OC21)C=CC=C3B3OC(C(O3)(C)C)(C)C 2-(6-chlorodibenzofuran-1-yl)-4,4,5,5-tetramethyl-1,3,2-dioxaborolane